C1(CC1)C=1C=C(C=C(C1)CN1C[C@H](N[C@H](C1)C)C)NC1=NC=C(C(=N1)C1=CNC2=CC=CC=C12)C N-(3-cyclopropyl-5-(((3R,5S)-3,5-dimethylpiperazin-1-yl)methyl)phenyl)-4-(1H-indol-3-yl)-5-methyl-pyrimidin-2-amine